6-(hydroxymethyl)tetrahydro-2H-pyran-3,4,5-triyltriacetate OCC1C(C(C(CO1)CC(=O)[O-])CC(=O)[O-])CC(=O)[O-]